(di-cyclohexylaminomethyl)triazole C1(CCCCC1)N(C1CCCCC1)CC=1N=NNC1